C(=O)OC1(CN(C1)CC1=C(C=C(C=C1C)C1CN(C1)C1=CC=CC=C1)C)C 1-(2,6-dimethyl-4-(1-phenylazetidin-3-yl)benzyl)-3-methylazetidin-3-ol formate